N-{(2S,3R,4S)-1-(bicyclo[1.1.1]pentane-1-carbonyl)-2-[(2,3'-difluoro[1,1'-biphenyl]-3-yl)methyl]-4-fluoropyrrolidin-3-yl}cyclopropanesulfonamide C12(CC(C1)C2)C(=O)N2[C@H]([C@H]([C@H](C2)F)NS(=O)(=O)C2CC2)CC=2C(=C(C=CC2)C2=CC(=CC=C2)F)F